CS(=O)(=O)/C=C/CN1C(C2=CC=CC(=C2C1)C1=CC=C2C=NN(C2=C1)C)=O 2-[(2E)-3-methanesulfonylprop-2-en-1-yl]-4-(1-methyl-1H-indazol-6-yl)-2,3-dihydro-1H-isoindol-1-one